lithium(I) 2-chloro-7-methyl-4-morpholinothieno[3,2-d]pyrimidine-6-carboxylate ClC=1N=C(C2=C(N1)C(=C(S2)C(=O)[O-])C)N2CCOCC2.[Li+]